Tert-butyl (S,E)-(((tert-butoxycarbonyl)amino)(2-(3-(6-((4-methylbenzyl)oxy)naphthalen-2-yl)-1,2,4-oxadiazol-5-yl)pyrrolidin-1-yl)methylene)carbamate C(C)(C)(C)OC(=O)N/C(/N1[C@@H](CCC1)C1=NC(=NO1)C1=CC2=CC=C(C=C2C=C1)OCC1=CC=C(C=C1)C)=N\C(OC(C)(C)C)=O